butyryl-cetyl alcohol C(CCC)(=O)C(CCCCCCCCCCCCCCC)O